4-((1S,2S)-1-(dimethylamino)-2-((6-methyl-5-oxo-5,6-dihydropyrido[2,3-d]pyridazin-8-yl)amino)propyl)-benzoic acid CN([C@H]([C@H](C)NC1=NN(C(C2=C1N=CC=C2)=O)C)C2=CC=C(C(=O)O)C=C2)C